Methyl (S)-3-(3-aminophenyl)-2-((tertbutoxycarbonyl)amino)propanoate NC=1C=C(C=CC1)C[C@@H](C(=O)OC)NC(=O)OC(C)(C)C